N1CCC2(CC1)CC1=C(N=CS1)[C@H]2N (4S)-4,6-dihydrospiro[cyclopenta[d][1,3]thiazole-5,4-piperidin]-4-amine